COC1=CC=CC=2C=3N(C(=NC12)N)N=C(C3)CC3=C(C=CC=C3)CN3CCOCC3 7-methoxy-2-(2-(morpholinomethyl)benzyl)pyrazolo[1,5-c]quinazolin-5-amine